ClC=1C=C2C(=CC(NC2=CC1)=O)C1=CC=CC=C1 6-chloro-4-phenylquinolin-2(1H)-one